6-fluoro-7-(8-methyl-2,3-dihydro-1H-pyrido[2,3-b][1,4]oxazin-7-yl)-N2-(1-((methylsulfonyl)methyl)-1H-pyrazol-4-yl)quinazoline-2,5-diamine FC1=C(C=2C=NC(=NC2C=C1C1=C(C2=C(OCCN2)N=C1)C)NC=1C=NN(C1)CS(=O)(=O)C)N